2-[2-chloro-4-(4-chlorophenyl)-5-[2-(difluoromethyl)pyridin-4-yl]-1H-imidazol-1-yl]Acetic acid ClC=1N(C(=C(N1)C1=CC=C(C=C1)Cl)C1=CC(=NC=C1)C(F)F)CC(=O)O